FC1=C(C(=C(C(=C1[B-](C1=C(C(=C(C(=C1F)F)F)F)F)(C1=C(C(=C(C(=C1F)F)F)F)F)C1=C(C(=C(C(=C1F)F)F)F)F)F)F)F)F.CC=1C(=C(C=CC1)[PH+](C1=C(C(=CC=C1)C)C)C1=C(C(=CC=C1)C)C)C tris(dimethylphenyl)phosphonium tetrakis(pentafluorophenyl)borate